4-(3-chloro-4-fluorophenyl)-7-methoxyquinazoline ClC=1C=C(C=CC1F)C1=NC=NC2=CC(=CC=C12)OC